N-(3-(4-bromophenyl)propyl)-5-chloro-2-methylthiazolo[5,4-d]pyrimidin-7-amine BrC1=CC=C(C=C1)CCCNC=1C2=C(N=C(N1)Cl)SC(=N2)C